N4-(3-n-propylbenzoxazol-2(3H)-on-5-yl)-N2-(6-(4-methylpiperazin-1-yl)pyridin-3-yl)-5-methylpyrimidine-2,4-diamine C(CC)N1C(OC2=C1C=C(C=C2)NC2=NC(=NC=C2C)NC=2C=NC(=CC2)N2CCN(CC2)C)=O